C(C)C1(CCC(CC1)NC=1N=CC2=C(N1)NC=C2C=2C=C1N=CC=NC1=CC2)O (1s,4s)-1-ethyl-4-((5-(quinoxalin-6-yl)-7H-pyrrolo[2,3-d]pyrimidin-2-yl)amino)cyclohexan-1-ol